4-((2-(2-(2-Aminoethoxy)ethoxy)ethyl)amino)-4-oxobutanoic acid tert-butyl ester C(C)(C)(C)OC(CCC(=O)NCCOCCOCCN)=O